C(C)(C)(C)N=S(=O)(C1=C(N=C2N1C=C(C=C2)C2=NOC(=N2)C(F)(F)F)C)C (tert-butylimino)(methyl)(2-methyl-6-(5-(trifluoromethyl)-1,2,4-oxadiazol-3-yl)imidazo[1,2-a]pyridin-3-yl)-λ6-sulfanone